C(CC)C=C(C)[N+](=O)[O-] 1-propyl-2-nitropropene